C([O-])(=O)F.[S+2].C([O-])(=O)F sulfur Fluorocarbonate